3-((3-bromopyridin-2-yl)methyl)-2-(3-chloro-4-nitrobenzyl)isoindolin-1-one 2-EthylSuccinate C(C)C(C(=O)O)CC(=O)O.BrC=1C(=NC=CC1)CC1N(C(C2=CC=CC=C12)=O)CC1=CC(=C(C=C1)[N+](=O)[O-])Cl